C(C1=CC=CC=C1)OC1=NC(=CC=C1C1=CC=C(C=C1)N1CC2(CCN(C2)C(=O)OC(C)(C)C)CC1)OCC1=CC=CC=C1 tert-butyl 7-[4-(2,6-dibenzyloxy-3-pyridyl)phenyl]-2,7-diazaspiro[4.4]nonane-2-carboxylate